C(C1=CC=CC=C1)C(C(=O)OCC)(C(=O)OCC)OC[C@H]1OC([C@@H]([C@]1(C#C)OC(C)=O)OC(C)=O)OC(C)=O diethyl 2-benzyl-2-(((2r,3r,4r)-3,4,5-triacetoxy-3-ethynyltetrahydrofuran-2-yl) methoxy)-malonate